di-lithium copper tetrachloride [Cu](Cl)(Cl)(Cl)Cl.[Li].[Li]